tert-butyl N-[[1-[5-[[(1-cyanocyclopropanecarbonyl)amino]methyl]-2-(3-ethynyl-5-fluoro-4-methyl-phenyl)pyrimidin-4-yl]pyrrolidin-3-yl]methyl]carbamate C(#N)C1(CC1)C(=O)NCC=1C(=NC(=NC1)C1=CC(=C(C(=C1)F)C)C#C)N1CC(CC1)CNC(OC(C)(C)C)=O